N-(4-tert-butylcyclohexyl)-3,5-bis-[4-tert-pentylcyclohexylcarbonylamino]-benzamide C(C)(C)(C)C1CCC(CC1)NC(C1=CC(=CC(=C1)NC(=O)C1CCC(CC1)C(C)(C)CC)NC(=O)C1CCC(CC1)C(C)(C)CC)=O